tert-Butyl 3-[4-[3-(trifluoromethyl)azetidin-1-yl]phenyl]azetidine-1-carboxylate FC(C1CN(C1)C1=CC=C(C=C1)C1CN(C1)C(=O)OC(C)(C)C)(F)F